2-(Aminomethyl)-N-(1-(7-methoxyquinolin-5-yl)cyclopropyl)-5-methylbenzofuran-6-carboxamide NCC=1OC2=C(C1)C=C(C(=C2)C(=O)NC2(CC2)C2=C1C=CC=NC1=CC(=C2)OC)C